NC1=NC(=CC(=N1)[C@@H]1C[C@H](C1)NS(=O)(=O)C1=C(SC(=C1)C)C)NC N-(trans-3-(2-amino-6-(methylamino)pyrimidin-4-yl)cyclobutyl)-2,5-dimethyl-thiophene-3-sulfonamide